tridecanedioic acid divinyl ester C(=C)OC(CCCCCCCCCCCC(=O)OC=C)=O